8-tert-butyl-2-ethyl-octane-2,8-dicarboxylic acid C(C)(C)(C)C(CCCCCC(C)(C(=O)O)CC)C(=O)O